Diethyl thiazol-2-ylphosphonate S1C(=NC=C1)P(OCC)(OCC)=O